C1(CC1)C(N1C=C(C=2C1=NC=C(C2)C=2C(=NOC2C)C)C2=C(C=C(C(=O)O)C=C2OC(F)(F)F)F)C2CC2 4-(1-(dicyclopropylmethyl)-5-(3,5-dimethylisoxazol-4-yl)-1H-pyrrolo[2,3-b]pyridin-3-yl)-3-fluoro-5-(trifluoromethoxy)benzoic acid